ClC1=CN=C2C(=N1)N(N=C2C(F)(F)F)C(C)C2=C(C=C(C=C2)Cl)Cl 6-chloro-1-(1-(2,4-dichlorophenyl)ethyl)-3-trifluoromethylpyrazolo[3,4-b]pyrazine